C(#N)C1=C(C=C(C(=O)[O-])C=C1)F 4-cyano-3-fluorobenzoate